ClC1=CC=C(C=C1)C1=C(C=CC=C1)C(O)C1CCNCC1 (4'-Chloro-[1,1'-biphenyl]-2-yl)(piperidin-4-yl)methanol